NCCOCCOCCC(=O)NCCOC1=CC(=CC=C1)C(C1=CC=CC=C1)C1CCN(CC1)C(=O)N1C[C@@H]2[C@@H](OCC(N2)=O)CC1 3-(2-(2-aminoethoxy)ethoxy)-N-(2-(3-((1-((4aR,8aS)-3-oxooctahydro-2H-pyrido[4,3-b][1,4]oxazine-6-carbonyl)piperidin-4-yl)(phenyl)methyl)phenoxy)ethyl)propanamide